C(C=C)(=O)N1CCC(CC1)NC1=NNC2=NC=CC(=C21)C#CC2=CC(=CC(=C2)OC)OC 3-(1-acryloylpiperidin-4-ylamino)-4-(3,5-dimethoxyphenylethynyl)-1H-pyrazolo[3,4-b]pyridine